NCCCCOCCCCN bis(4-aminobutyl)ether